5-Bromo-4-chloro-1-((2-(trimethylsilyl)ethoxy)methyl)-1,3-dihydro-2H-pyrrolo[2,3-b]pyridin-2-one BrC=1C(=C2C(=NC1)N(C(C2)=O)COCC[Si](C)(C)C)Cl